2-chloro-6,7-difluoro-3-quinolineformaldehyde gadolinium [Gd].ClC1=NC2=CC(=C(C=C2C=C1C=O)F)F